N-cyclopropyl-3-(5-(difluoromethyl)-1,3,4-thiadiazol-2-yl)-8-(4-isobutyrylpiperazin-1-yl)imidazo[1,5-a]pyridine-6-sulfonamide C1(CC1)NS(=O)(=O)C=1C=C(C=2N(C1)C(=NC2)C=2SC(=NN2)C(F)F)N2CCN(CC2)C(C(C)C)=O